C(C)OC1=C(N=C(N(C1=O)C)[C@H]1CN(CCC1)C(=O)OC(C)(C)C)C(NC=1C=NOC1)=O tert-butyl (R)-3-(5-ethoxy-4-(isoxazol-4-ylcarbamoyl)-1-methyl-6-oxo-1,6-dihydropyrimidin-2-yl)piperidine-1-carboxylate